Di(Furan-2-Yl)Methane O1C(=CC=C1)CC=1OC=CC1